NCCN1CCN(CC1)C(C)=O 1-(4-(2-aminoethyl)piperazin-1-yl)ethanone